CC1=CC(=C2C(=C1)OC3=CC=CC(=C3C2=O)C(=O)OC)O The molecule is a member of the class of xanthones that is 9H-xanthene substituted by a hydroxy group at position 8. a methyl group at position 6, an oxo group at position 9 and a methoxy carbonyl at position 1. It has been isolated from the fungus Aspergillus sydowii. It has a role as an Aspergillus metabolite. It is a member of xanthones, an aromatic ester and a member of phenols.